rac-isopropyl rac-(1R,2S)-2-(hydroxymethyl)cyclopropane-1-carboxylate OC[C@@H]1[C@@H](C1)C(=O)OC(C)C |r|